5-chloro-3-(2-(3-(4-chlorophenyl)-4-oxothiazolidin-2-ylidene)hydrazono)-1H-indol-2-one ClC=1C=C2C(C(NC2=CC1)=O)=NN=C1SCC(N1C1=CC=C(C=C1)Cl)=O